(3s,5r)-3-aminomethyl-7-cyclopentyl-5-methyl-heptanoic acid NC[C@H](CC(=O)O)C[C@@H](CCC1CCCC1)C